5-Aminopentan-2-ol NCCCC(C)O